(E)-N-(4-(2-methylbut-2-enamido)butyl)benzo[d][1,3]dioxole-5-carboxamide C/C(/C(=O)NCCCCNC(=O)C1=CC2=C(OCO2)C=C1)=C\C